1-((2-(diethylamino)ethyl)amino)-4-(hydroxymethyl)-9H-thioxanthen-9-one C(C)N(CCNC1=CC=C(C=2SC3=CC=CC=C3C(C12)=O)CO)CC